C(C1=CC=CC=C1)SC1=CC2=C(SC3=C(C(N2)=O)C=CC=C3)C=C1 8-(benzylthio)dibenzo[b,f][1,4]thiazepin-11(10H)-one